OC1=C(CN2CCN(CCNCCN(CC2)CC(=O)O)CC(=O)O)C=C(C=C1)[N+](=O)[O-] 2,2'-(4-(2-hydroxy-5-nitrobenzyl)-1,4,7,10-tetraazacyclododecane-1,7-diyl)diacetic acid